CC=1C=C2C(CCOC2=C(C1O[C@@H](C1=CC=C(C(=O)N)C=C1)C1=CC=NC=C1)C)=O (S)-4-(((6,8-dimethyl-4-oxochroman-7-yl)oxy)(pyridin-4-yl)methyl)benzamide